C(C)(C)(C)OC(N[C@H]1CN(CC1)C)=O N-[(3R)-1-methylpyrrolidin-3-yl]Carbamic acid tert-butyl ester